n-octadecanol 3,5-di-tert-butyl-4-hydroxyphenyl-propionate C(C)(C)(C)C=1C=C(C=C(C1O)C(C)(C)C)C(C(=O)OCCCCCCCCCCCCCCCCCC)C